4-bromo-N-methoxy-N-methyl-3-(((triisopropylsilyl)oxy)methyl)benzamide tert-Butyl-2-(5-amino-1H-indol-2-yl)-2-methylpropylcarbamate C(C)(C)(C)OC(NCC(C)(C)C=1NC2=CC=C(C=C2C1)N)=O.BrC1=C(C=C(C(=O)N(C)OC)C=C1)CO[Si](C(C)C)(C(C)C)C(C)C